FC=1C=C(COC=2C=C(C=CC2NS(=O)(=O)CC(F)(F)F)C2=NNC(=C2C(=O)N)NC2=NC=CC=C2)C=CC1F 3-(3-((3,4-difluorobenzyl)oxy)-4-((2,2,2-trifluoroethyl)sulfonamido)phenyl)-5-(pyridine-2-ylamino)-1H-pyrazole-4-carboxamide